NC1=C(C(=NN1CCC1=C(C=CC(=C1)Br)Br)C1=CC(=C(C(=O)OC)C=C1)C)C#N methyl 4-(5-amino-4-cyano-1-(2,5-dibromophenethyl)-1H-pyrazol-3-yl)-2-methylbenzoate